FC=1C=CC2=C(N=C(O2)[C@H]2N(CCC3=C2N=CN3)C(=O)C=3OC(=NN3)C3=CC=C(C=C3)C(F)(F)F)C1 (S)-(4-(5-fluorobenzo[d]oxazol-2-yl)-6,7-dihydro-1H-imidazo[4,5-c]pyridin-5(4H)-yl)(5-(4-(trifluoromethyl)phenyl)-1,3,4-oxadiazol-2-yl)methanone